C(CN1C(=NC2=C1C=CC(=C2)C(N)=O)C=2C1=C(SC2C(=O)O)C=CC=C1OC)N1C(=NC2=C1C=CC(=C2)C(N)=O)C=2C1=C(SC2C(=O)O)C=CC=C1OC 3'-(ethane-1,2-diylbis(5-carbamoyl-1H-benzo[d]imidazole-1,2-diyl))bis(4-methoxybenzo[b]thiophene-2-carboxylic acid)